FC1=C(C=CC(=C1)C(F)(F)F)[C@@H](C1COC1)NC(=O)[C@@H]1N([C@@H]2C[C@@H]2C1)C(=O)OCC1=CC=CC=C1 benzyl (1R,3R,5R)-3-(((R)-(2-fluoro-4-(trifluoromethyl) phenyl) (oxetan-3-yl) methyl) carbamoyl)-2-azabicyclo[3.1.0]hexane-2-carboxylate